(2S,5S,8S,11S)-2,5,8,11-tetraethyl-1,4,7,10-tetrazacyclododecane C(C)[C@@H]1NC[C@@H](NC[C@@H](NC[C@@H](NC1)CC)CC)CC